4-((2R,3S,4S,5R)-3-(3,4-difluoro-2-methoxyphenyl)-4,5-dimethyl-5-(triFluoromethyl)tetrahydrofuran-2-carboxamido)pyridine 1-oxide 2,2,2-trifluoroacetate FC(C(=O)O)(F)F.FC=1C(=C(C=CC1F)[C@H]1[C@@H](O[C@]([C@H]1C)(C(F)(F)F)C)C(=O)NC1=CC=[N+](C=C1)[O-])OC